5-[1-(2-Fluoro-4-{[trans-2-methylcyclopropyl]methoxy}benzoyl)piperidin-4-yl]-4-methoxypyridin-2-amine FC1=C(C(=O)N2CCC(CC2)C=2C(=CC(=NC2)N)OC)C=CC(=C1)OC[C@H]1[C@@H](C1)C